FC=1CC2C(C(CCC2(C2CCC3(C(C12)CCC3[C@H](C)CCCC(C3=C(C=CC=C3)OC(F)(F)F)O)C)C)O)O 4-fluoro-1-[(2R)-6-hydroxy-6-{2-[(trifluoromethyl)oxy]phenyl}hexan-2-yl]-9a,11a-dimethyl-2,3,3a,5,5a,6,7,8,9,9a,9b,10,11,11a-tetradecahydro-1H-cyclopenta[1,2-a]phenanthrene-6,7-diol